NC1=C2C(=NC=N1)N(N=C2C=2C=CC(=C(C2)NS(=O)(=O)C)OC)[C@@H](C)C=2N=C1N(C(C2C2=CC=CC=C2)=O)C(=CS1)C (S)-N-(5-(4-amino-1-(1-(3-methyl-5-oxo-6-phenyl-5H-thiazolo[3,2-a]pyrimidin-7-yl)ethyl)-1H-pyrazolo[3,4-d]pyrimidin-3-yl)-2-methoxyphenyl)methanesulfonamide